(thiophen-2-yl)methanol S1C(=CC=C1)CO